C(C1=CC=CC=C1)N(C1C(CNCC1)OC)CC1=CC=CC=C1 N,N-dibenzyl-3-methoxypiperidine-4-amine